2-[[(1R)-1-[3-(difluoromethyl)-6-fluoro-2-morpholino-4-oxo-quinazolin-8-yl]ethyl]amino]-5-fluoro-benzoic acid FC(N1C(=NC2=C(C=C(C=C2C1=O)F)[C@@H](C)NC1=C(C(=O)O)C=C(C=C1)F)N1CCOCC1)F